C=1(C(=CC=CC1)C(=O)Cl)C=1C(=CC=CC1)C(=O)Cl 2,2'-biphenyl-dicarboxylic acid chloride